COC1=CC2=C(C3=C1OCCO3)C=C(S2)C(CCC(=O)OCC)=O ethyl 4-(5-methoxy-2,3-dihydrothieno[3',2':3,4]benzo[1,2-b][1,4]dioxin-8-yl)-4-oxobutanoate